(E)-tert-Butyl 3-(6-acetyl-3-chloro-2-fluorophenyl)acrylate C(C)(=O)C1=CC=C(C(=C1/C=C/C(=O)OC(C)(C)C)F)Cl